4-(1-(2-methyl-1H-benzo[D]imidazol-6-yl)-1H-imidazo[4,5-C]pyridin-2-yl)-1,2,5-oxadiazol-3-amine dihydrochloride Cl.Cl.CC1=NC2=C(N1)C=C(C=C2)N2C(=NC=1C=NC=CC12)C=1C(=NON1)N